BrC=1C=CC=C(C1)C1=C(C=CC=C1)I 5'-bromo-2-iodo-biphenyl